1-Methanesulfonyl-4-{5-[7-(pyrrolidin-1-yl)-6,7,8,9-tetrahydro-5H-benzo[7]annulen-2-yl]-1H-pyrazolo[3,4-b]pyridin-3-yl}piperidine CS(=O)(=O)N1CCC(CC1)C1=NNC2=NC=C(C=C21)C=2C=CC1=C(CCC(CC1)N1CCCC1)C2